1-(pyridin-3-yl)ethanol N1=CC(=CC=C1)C(C)O